5-[5-(ethoxycarbonyl)-2-(trifluoromethyl)phenyl]pyridin C(C)OC(=O)C=1C=CC(=C(C1)C=1C=CC=NC1)C(F)(F)F